BrC=1C=CC(=C(C1)C1=C(C=CC(=C1)Br)[N+](=O)[O-])[N+](=O)[O-] 5,5'-dibromo-2,2'-dinitrobiphenyl